Cumyl-2-(propenyl)cyanatobenzol C(C)(C)(C1=CC=CC=C1)C=1C(=C(C=CC1)OC#N)C=CC